C(CCCCCCC)C1(C2=CC(=CC=C2C=2C=CC(=CC12)C=C)C=C)CCCCCCCC 9,9-dioctyl-2,7-divinyl-fluorene